COC1=CC=C(C=N1)N(C=1C=C2CCC[C@H](C2=CC1)CNC=1C=NC=CC1C(=O)O)C 3-({[(1R)-6-[(6-methoxypyridin-3-yl)(methyl)amino]-1,2,3,4-tetrahydronaphthalen-1-yl]methyl}amino)pyridine-4-carboxylic acid